(R)-1-(5-chloropyrimidin-2-yl)-3-(isoquinolin-4-yl)-2-oxoimidazoline-4-carbonitrile ClC=1C=NC(=NC1)N1C(N([C@H](C1)C#N)C1=CN=CC2=CC=CC=C12)=O